C1(CCCC1)SCC1=C(C=CC=C1)B(O)O (2-[(CYCLOPENTYLSULFANYL)METHYL]PHENYL)BORANEDIOL